SCC(CN(C(OC(C)(C)C)=O)C)CN(C(OC(C)(C)C)=O)C di-tert-butyl (2-(mercaptomethyl)propane-1,3-diyl)bis(methylcarbamate)